C1(CC1)[C@H]1[C@H]2[C@@H]3CC[C@H]4C[C@](CC[C@@]4([C@H]3CC[C@@]2([C@H](C1)[C@H](C)CCCC(C)(C)O)C)C)(O)CC (3S,5S,8R,9S,10S,13R,14S,15S,17R)-15-cyclopropyl-3-ethyl-17-((R)-6-hydroxy-6-methylheptan-2-yl)-10,13-dimethylhexadecahydro-1H-cyclopenta[a]phenanthren-3-ol